4-N-methylpiperazine CN1CCNCC1